(E)-3-(2,3-dihydro-1H-inden-5-yl)-N-ethyl-N-(furan-3-ylmethyl)acrylamide C1CCC2=CC(=CC=C12)/C=C/C(=O)N(CC1=COC=C1)CC